3-(4-((5-chloro-2,2-dimethyl-2,3-dihydrobenzofuran-7-yl)methoxy)-2,3-dimethylphenyl)-N-((1R,2R)-2-fluorocyclopropyl)propenamide ClC=1C=C(C2=C(CC(O2)(C)C)C1)COC1=C(C(=C(C=C1)C=CC(=O)N[C@H]1[C@@H](C1)F)C)C